C(C)C1=CC(=NC=N1)OCC1=C(N=NN1C)C1=CC=C(C(=N1)C)OC1CC2CCC(C2C1)C(=O)O 5-((6-(5-(((6-Ethylpyrimidin-4-yl)oxy)methyl)-1-methyl-1H-1,2,3-triazol-4-yl)-2-methylpyridin-3-yl)oxy)octahydropentalene-1-carboxylic acid